4,5-dibromo-2-(2,2-difluoroethyl)-2H-1,2,3-triazole BrC1=NN(N=C1Br)CC(F)F